(S)-(1-((4-(3-amino-4-methoxy-1H-indazol-5-yl)-3-methylphenyl)sulfonyl)-4,4-difluoropyrrolidin-2-yl)methanol NC1=NNC2=CC=C(C(=C12)OC)C1=C(C=C(C=C1)S(=O)(=O)N1[C@@H](CC(C1)(F)F)CO)C